6-chloro-N-[4-([1,2,4]triazolo[1,5-a]pyridin-7-yloxy)phenyl]pyrido[3,2-d]pyrimidin-4-amine ClC=1C=CC=2N=CN=C(C2N1)NC1=CC=C(C=C1)OC1=CC=2N(C=C1)N=CN2